C(C)[C@@H]1[C@H](NC1)C(=O)N[C@H](C(=O)OC)C[C@H]1C(NCC1)=O (S)-methyl 2-((2S,3S)-3-ethylazetidine-2-carboxamido)-3-((S)-2-oxopyrrolidin-3-yl)propanoate